(1s,3s)-3-[[4-(3-[3-amino-6-[2-(methoxymethoxy)phenyl]pyridazin-4-yl]-3,8-diazabicyclo[3.2.1]octan-8-yl)pyridin-2-yl]oxy]cyclobutan-1-ol NC=1N=NC(=CC1N1C[C@@H]2CCC(C1)N2C2=CC(=NC=C2)OC2CC(C2)O)C2=C(C=CC=C2)OCOC